N-(tert-Butoxycarbonyl)-L-valinate cesium salt [Cs+].C(C)(C)(C)OC(=O)N[C@@H](C(C)C)C(=O)[O-]